(3-fluorophenyl)-6-(4-methoxyphenyl)-3-oxo-2,3-dihydropyridazine-4-carboxylic acid FC=1C=C(C=CC1)N1N=C(C=C(C1=O)C(=O)O)C1=CC=C(C=C1)OC